benzyl 3-(2-(((2R,7aS)-2-fluorotetrahydro-1H-pyrrolizin-7a(5H)-yl)methoxy)-5,6,7,8-tetrahydropyrido[3,4-d]pyrimidin-4-yl)-3,8-diazabicyclo[3.2.1]octane-8-carboxylate F[C@@H]1C[C@@]2(CCCN2C1)COC=1N=C(C2=C(N1)CNCC2)N2CC1CCC(C2)N1C(=O)OCC1=CC=CC=C1